ethyl monothiophthalate C(C=1C(C(=O)[O-])=CC=CC1)(=S)OCC